C(C)C1C(N(C=2C=NC(=NC2N1C1CCNCC1)NC1=C(C=CC(=C1)N1CCN(CC1)C)OC)C)=O 7-ethyl-2-((2-methoxy-5-(4-methylpiperazin-1-yl)phenyl)amino)-5-methyl-8-(piperidin-4-yl)-7,8-dihydropteridin-6(5H)-one